C1(CC1)C(=O)NC1=CC=2N(C=N1)N=C(N2)C 7-(cyclopropanecarbonylamino)-2-methyl-[1,2,4]triazolo[1,5-c]pyrimidin